2-(Cyclohexylmethyl)-6-(3-methoxybenzyl)-4-methyl-4H-thiazolo[5',4':4,5]pyrrolo[2,3-d]pyridazin-5(6H)-one C1(CCCCC1)CC=1SC2=C(N(C=3C(N(N=CC32)CC3=CC(=CC=C3)OC)=O)C)N1